O[C@@H](C(=O)OCC)[C@H](\C=C\C1=CC=CC=C1)O ethyl (2R,3S,E)-2,3-dihydroxy-5-phenylpent-4-enoate